(S)-tert-butyl (1-((2-(3',4'-dichloro-[1,1'-biphenyl]-4-yl)ethyl)amino)-1-oxohexan-2-yl)carbamate ClC=1C=C(C=CC1Cl)C1=CC=C(C=C1)CCNC([C@H](CCCC)NC(OC(C)(C)C)=O)=O